1-(2,2-dimethyl-1,2-dihydroquinolin-6-yl)pentan-1-one CC1(NC2=CC=C(C=C2C=C1)C(CCCC)=O)C